(1R,7S,8r)-8-((tert-Butoxycarbonyl)amino)-4-azabicyclo[5.1.0]octane-4-carboxylic acid benzyl ester C(C1=CC=CC=C1)OC(=O)N1CC[C@H]2C([C@H]2CC1)NC(=O)OC(C)(C)C